C(CC[N+](CCC[NH3+])(CCC[NH3+])CCC[NH3+])C[NH3+] The molecule is a quaternary ammonium ion obtained by protonation of the four primary amino groups of N(4)-bis(aminopropyl)spermidine. It has a role as a bacterial metabolite. It is a conjugate base of a N(4)-bis(aminopropyl)spermidine(1+).